CC1=CC(=C(C=C1)C2=NC(C(=O)N2)(C)C(C)C)C(=O)O The molecule is an imidazolone that is 1,5-dihydro-4H-imidazol-4-one which is substituted at position 2 by a 2-carboxy-4-methylphenyl group, and at position 5 by methyl and isopropyl groups. It is an imidazolone and a member of benzoic acids.